5,9-dimethyl-9-hydroxy-decen-4-al CC(C(CC=C)=O)CCCC(C)(O)C